1-(3-(difluoromethoxy)phenyl)-N-(3-methyl-1,1-dioxidothietan-3-yl)-2,3-dioxoindoline-5-carboxamide FC(OC=1C=C(C=CC1)N1C(C(C2=CC(=CC=C12)C(=O)NC1(CS(C1)(=O)=O)C)=O)=O)F